ClC1=C(C(=CC(=N1)N1C[C@@H]2C([C@@H]2C1)CC(=O)OCC)C(F)(F)F)C#N ethyl {(1R,5S,6S)-3-[6-chloro-5-cyano-4-(trifluoromethyl)pyridin-2-yl]-3-azabicyclo[3.1.0]hex-6-yl}acetate